(3R,4R)-N-[5-chloro-7-(1-methylcyclobutyl)imidazo[4,3-f][1,2,4]triazin-2-yl]-3-fluoro-1-methanesulfonylpiperidin-4-amine ClC=1N=C(N2N=C(N=CC21)N[C@H]2[C@@H](CN(CC2)S(=O)(=O)C)F)C2(CCC2)C